FC(C1=NN=C(O1)C=1C=CC(=NC1)CN1C(OC(=N1)C1=C(C(=CC=C1)C1CCNCC1)F)=S)F 3-[[5-[5-(difluoromethyl)-1,3,4-oxadiazol-2-yl]-2-pyridyl]methyl]-5-[2-fluoro-3-(4-piperidyl)phenyl]-1,3,4-oxadiazol-2-thione